C(C)(C)(C)OC(=O)N1CCN(CC1)CC1=CC(=C(C=C1)[N+](=O)[O-])F 4-(3-fluoro-4-nitrobenzyl)piperazine-1-carboxylic acid tert-butyl ester